C(C)[C@]1(C(OCC=2C(N3CC=4N(C5=CC=CC=C5C(C4C3=CC21)=O)C)=O)=O)O (S)-4-ethyl-4-hydroxy-11-methyl-1,12-dihydro-14H-pyrano[3',4':6,7]indolizino[2,1-b]quinoline-3,6,14(4H,11H)-trione